mercuric anilineacetate N(C1=CC=CC=C1)CC(=O)[O-].[Hg+2].N(C1=CC=CC=C1)CC(=O)[O-]